C(C)C1C(N(CC1)CC)(CC)CC tetraethylpyrrolidine